4-((4-cyclopropyl-2-(N-methylsulfonylamino)phenyl)amino)-N-ethoxy-6-((6-fluoropyridin-2-yl)amino)nicotinamide C1(CC1)C1=CC(=C(C=C1)NC1=CC(=NC=C1C(=O)NOCC)NC1=NC(=CC=C1)F)NS(=O)(=O)C